OCCN1CCN(CC1)C1=CC=CC=2OCCOC21 5-(4-(2-hydroxyethyl)piperazin-1-yl)-2,3-dihydro-1,4-benzodioxine